[NH4+].C(CCC)OC=1C=C2CCC(=C(C2=CC1)C)CN1CC(C1)C(=O)[O-] 1-[(6-butoxy-1-methyl-3,4-dihydronaphthalen-2-yl)methyl]Azetidine-3-carboxylic acid ammonium salt